C1(=CC=CC=C1)N1N=CC(=C1C)C(=O)NN=CC1=CC=C(C=C1)C 1-phenyl-5-methyl-N'-(1-(4-methylphenyl)methylene)-1H-pyrazole-4-carboxylic acid hydrazide